C(C)N(CCC1=CNC2=C(C=C(C=C12)O)F)CCC 3-(2-(ethyl-(propyl)amino)ethyl)-7-fluoro-1H-indol-5-ol